N-(4-{4-chloro-2-[(3,3-difluoro-1-azetidinyl)carbonyl]phenyl}-6-ethoxy-2-pyridyl)-5-{[(S)-1-cyclobutylethylamino]methyl}-1-cyclopropyl-2-oxo-1,2-dihydronicotinamide ClC1=CC(=C(C=C1)C1=CC(=NC(=C1)OCC)NC(C=1C(N(C=C(C1)CN[C@@H](C)C1CCC1)C1CC1)=O)=O)C(=O)N1CC(C1)(F)F